CC(C(=O)NCC1=CC=C(C=C1)C1=NOC(=N1)C(F)(F)F)CC 2-methyl-N-[[4-[5-(trifluoromethyl)-1,2,4-oxadiazol-3-yl]phenyl]methyl]butanamide